OCCOC1=C(C=C(C=C1)C(CCC1=C(N=C(S1)C1=CC=C(C=C1)C)C(C)C)O)C 1-(4-(2-hydroxyethoxy)-3-methylphenyl)-3-(4-isopropyl-2-(p-tolyl)thiazol-5-yl)propan-1-ol